FC=1C(=CC(=NC1)OC)C1=CC(=NN1)C(=O)N1C2(CC2)C[C@H](CC1)C(=O)NCC=1N(C(=C(N1)C)C)C (S)-4-(5-(5-fluoro-2-methoxypyridin-4-yl)-1H-pyrazole-3-carbonyl)-N-((1,4,5-trimethyl-1H-imidazol-2-yl)methyl)-4-azaspiro[2.5]octane-7-carboxamide